ClC1=CC2=C(C=N1)C(=NN2C2OCCCC2)N2CCC(CC2)OC 6-chloro-3-(4-methoxypiperidin-1-yl)-1-(tetrahydro-2H-pyran-2-yl)-1H-pyrazolo[4,3-c]pyridine